O1C(=CC=C1)C=1N=NN(C1)C=1C=C2CN(C(C2=CC1)=O)C1C(NC(CC1)=O)=O 3-(5-(4-(furan-2-yl)-1H-1,2,3-triazol-1-yl)-1-oxoisoindolin-2-yl)piperidine-2,6-dione